1-((6-cyclopropylimidazo[1,2-a]pyridin-2-yl)methyl)-N-((2,3-dihydro-[1,4]dioxino[2,3-c]pyridin-7-yl)methyl)-1H-1,2,3-triazole-4-carboxamide C1(CC1)C=1C=CC=2N(C1)C=C(N2)CN2N=NC(=C2)C(=O)NCC2=CC1=C(C=N2)OCCO1